tert-butyl 4-[[3-[(2,2,2-trifluoroacetyl)amino]cyclobutyl]methyl]piperidine-1-carboxylate FC(C(=O)NC1CC(C1)CC1CCN(CC1)C(=O)OC(C)(C)C)(F)F